Cl(=O)(=O)(=O)O.C(C)#N.C(C)#N.C(C)#N.C(C)#N tetraacetonitrile perchlorate